ClC=1C=CC2=C(N=C(S2)\C(\CC(=O)O)=C\C=2C(=NN(C2)C)C2=CC=C(C=C2)Cl)C1 (E)-3-(5-chlorobenzo[d]thiazol-2-yl)-4-(3-(4-chlorophenyl)-1-methyl-1H-pyrazol-4-yl)but-3-enoic acid